[K].C(C)N1CCC(CCC1)S(=O)(=O)NC(NC1=C2CCCC2=CC=2CCCC12)=O 1-Ethyl-N-((1,2,3,5,6,7-hexahydro-s-indacen-4-yl)carbamoyl)azepane-4-sulfonamide, Potassium Salt